N-[(1S)-2-hydroxy-1-[6-(trifluoromethyl)pyridin-2-yl]ethyl]acetamide OC[C@H](C1=NC(=CC=C1)C(F)(F)F)NC(C)=O